tetrafluoro-propylene FCC(=C(F)F)F